Butyl 1-methyl-3-vinyl-1,4,6,7-tetrahydro-5H-pyrazolo[4,3-f][1,4]oxazepine-5-carboxylate CN1N=C(C=2CN(CCOC21)C(=O)OCCCC)C=C